(1R,3S)-3-(6-(5-(((4-fluorobutyl)(methyl)carbamoyloxy)methyl)-1-methyl-1H-1,2,3-triazol-4-yl)-2-methylpyridin-3-yloxy)cyclohexanecarboxylic acid FCCCCN(C(=O)OCC1=C(N=NN1C)C1=CC=C(C(=N1)C)O[C@@H]1C[C@@H](CCC1)C(=O)O)C